O(C)C1=C(OC=2SC3=C(N2)C=CC=C3)C=CC(=C1)CCC(N1CCCC1)C1=CC=CC=C1 2-{2-methoxyl-4-[3-phenyl-3-(pyrrolidin-1-yl)propyl]phenoxy}-1,3-benzothiazole